N-(5-(2-(5-azaspiro[2.4]heptan-5-yl)acetamido)-2-methylpyridin-3-yl)-2-(6,7-dihydro-4H-pyrazolo[5,1-c][1,4]oxazin-3-yl)pyrazolo[5,1-b]thiazole-7-carboxamide C1CC12CN(CC2)CC(=O)NC=2C=C(C(=NC2)C)NC(=O)C=2C=NN1C2SC(=C1)C=1C=NN2C1COCC2